C(=O)O.C(#N)C1=CC=C(C=N1)N1CCN(CC1)CC1=CC(=NC=C1)NC(=O)NCC 1-(4-((4-(6-cyanopyridin-3-yl)piperazin-1-yl)methyl)pyridin-2-yl)-3-ethylurea formate